3-acetyl-6,8-di-tert-butylcoumarin C(C)(=O)C=1C(OC2=C(C=C(C=C2C1)C(C)(C)C)C(C)(C)C)=O